CC(C)C(CC)S 2-methyl-3-pentanethiol